FC=1C=C2C=C(NC2=CC1OCC1=NOC=C1)CNC(C)=O N-((5-fluoro-6-(isoxazol-3-ylmethoxy)-1H-indol-2-yl)methyl)acetamide